ClC1=CC(=C(C=C1)C1=CC(=NC(=C1)C1CC1)NC(=O)C=1C(N(C=C(C1)CNC[C@H]1OCCC1)C)=O)C(=O)N1CC(C1)(F)F N-[4-[4-chloro-2-(3,3-difluoroazetidine-1-carbonyl)phenyl]-6-cyclopropylpyridin-2-yl]-1-methyl-2-oxo-5-[[[(2S)-oxolan-2-yl]methylamino]methyl]pyridine-3-carboxamide